7-((5-(4-hydroxy-4-methylpiperidin-1-yl)pyridin-2-yl)amino)-4-(1-methyl-1H-pyrrolo[2,3-b]pyridin-4-yl)-2,3-dihydro-1H-pyrrolo[3,4-c]pyridin-1-one OC1(CCN(CC1)C=1C=CC(=NC1)NC=1C2=C(C(=NC1)C1=C3C(=NC=C1)N(C=C3)C)CNC2=O)C